FC(C1=C2CN(CC2=C2CCCC2=N1)C(CC1CN(C1)C=1C=NC=CC1)=O)F 1-(4-Difluoromethyl-3,6,7,8-tetrahydro-1H-2,5-diaza-as-indacen-2-yl)-2-(1-pyridin-3-yl-azetidin-3-yl)-ethanone